C(C)(C)(C)OC(=O)N1CCC(=CC1)C=1C=NC(=C(C1)OC)CN1N=C(C=2N=C(N=C(C21)NCCCC)NC(=O)OC)Br 6-((3-bromo-7-(butylamino)-5-((methoxycarbonyl)amino)-1H-pyrazolo[4,3-d]Pyrimidin-1-yl)methyl)-5-methoxy-3',6'-dihydro-[3,4'-bipyridine]-1'(2'H)-carboxylic acid tert-butyl ester